COC(=O)C1=NC(=CC(=C1)C=O)C(=O)OC Dimethyl-4-formylpyridine-2,6-dicarboxylate